2-Bromo-6-(1,1-difluoro-2-methoxyethyl)-N,N-bis(4-methoxybenzyl)pyridin-4-amine BrC1=NC(=CC(=C1)N(CC1=CC=C(C=C1)OC)CC1=CC=C(C=C1)OC)C(COC)(F)F